C(C)(C)(C)OC(=O)N[C@H](C(=O)OC[C@@H](CN1N=C(C=C1)NC([C@H](CC(C)C)N1C(C=C(C1)OC1=C(C=CC=C1)Cl)=O)=O)O)C (R)-3-(3-((S)-2-(4-(2-chlorophenoxy)-2-oxo-2,5-dihydro-1H-pyrrol-1-yl)-4-methylpentanamido)-1H-pyrazol-1-yl)-2-hydroxypropyl (S)-2-((tert-butoxycarbonyl)amino)propionate